(Z)-N-(4-fluorophenyl)-N-styrylmethanesulfonamide FC1=CC=C(C=C1)N(S(=O)(=O)C)\C=C/C1=CC=CC=C1